3-(3-(2,5-Dichloro-7H-pyrrolo[2,3-d]pyrimidin-7-yl)-2-fluoropropoxy)-2',5,5'-tri-methyl-2'H-[1,3'-bipyrazol]-4-amine ClC=1N=CC2=C(N1)N(C=C2Cl)CC(COC2=NN(C(=C2N)C)C=2N(N=C(C2)C)C)F